C1(=CC=CC2=CC=CC=C12)CC(=O)[O-].[Na+] sodium α-naphthaleneacetate